2-(4-((chloro-5-fluoropyrimidin-2-yl)oxy)piperidin-1-yl)-8-nitro-6-(trifluoromethyl)-4H-benzo[e][1,3]thiazin-4-one ClC1=NC(=NC=C1F)OC1CCN(CC1)C=1SC2=C(C(N1)=O)C=C(C=C2[N+](=O)[O-])C(F)(F)F